1-(7-fluoro-3-(1-methyl-1H-pyrazol-4-yl)quinolin-6-yl)ethan-1-amine FC1=C(C=C2C=C(C=NC2=C1)C=1C=NN(C1)C)C(C)N